OC1=C(C2=C(N=C(N2)C2=CC=C(C=C2)C=2NC3=C(N2)C=CC=C3)C=C1)O dihydroxy-p-phenylene-benzodiimidazole